C(C=C)(=O)OCCC1=CC(=C(C=C1)O)O 2-(3,4-dihydroxyphenyl)ethyl acrylate